[Si](C1=CC=CC=C1)(C1=CC=CC=C1)(C(C)(C)C)OC[C@@H]1CCC2=CCCN12 (3s,7ar)-3-(((tert-butyldiphenylsilyl)oxy)methyl)tetrahydro-1H-pyrrolizin